O[C@@H](CN[C@H]1COC2(C1)CCN(CC2)C2=NC=CC(=N2)C(=O)O)COC2=CC(=CC=C2)S(NC)(=O)=O 2-((R)-3-((S)-2-hydroxy-3-(3-(N-methylsulfamoyl)phenoxy)propylamino)-1-oxa-8-azaspiro[4.5]dec-8-yl)pyrimidine-4-carboxylic acid